CCC(C)(C)[O-].[Mg+2].CCC(C)(C)[O-] magnesium t-pentoxide